(eicos-10-en-yl)sulfone C(CCCCCCCCC=CCCCCCCCCC)S(=O)(=O)CCCCCCCCCC=CCCCCCCCCC